C1(CCC1)NC1=NC(=NC2=C(C(=C(C=C12)C(F)(F)F)C1=CC=C(C2=C1N=C(S2)N)F)F)OC[C@]21CCCN1C[C@@H](C2)F 4-(4-(cyclobutylamino)-8-fluoro-2-(((2R,7aS)-2-fluorotetrahydro-1H-pyrrolizin-7a(5H)-yl)methoxy)-6-(trifluoromethyl)quinazolin-7-yl)-7-fluorobenzo[d]thiazol-2-amine